CC1=CC=C(C=C1)S(=O)(=O)OCCOCCOCCOCC1=CC=CC=C1 2-[2-[2-(benzyloxy)ethoxy]ethoxy]ethyl 4-methylbenzene-1-sulfonate